5-bromo-N-[2-(2-pyridyl)ethyl]-2-(trifluoromethyl)benzenesulfonamide BrC=1C=CC(=C(C1)S(=O)(=O)NCCC1=NC=CC=C1)C(F)(F)F